NC=1C2=C(N=CN1)C(=NC(=C2)N(C)CCO)C=2C(=C(C=CC2C)O)C 3-(4-amino-6-((2-hydroxyethyl)(methyl)amino)pyrido[3,4-d]pyrimidin-8-yl)-2,4-dimethylphenol